FC=1C=C(C#N)C=C(C1)OC1=C2[C@@H](CC(C2=C(C=C1)SC(F)(F)F)=O)O (R)-3-fluoro-5-((3-hydroxy-1-oxo-7-(trifluoromethylthio)-2,3-dihydro-1H-inden-4-yl)oxy)benzonitrile